BrC1=NN(C(=C1)C(=O)OC)C1OCCCC1 methyl 3-bromo-1-(oxan-2-yl)-1H-pyrazole-5-carboxylate